2-(cyclohexylmethoxy)benzaldehyde C1(CCCCC1)COC1=C(C=O)C=CC=C1